C1(=CC=CC=C1)C1CCN(CC1)S(=O)(=O)C1=C2C=CC=NC2=C(C=C1)O 5-[(4-phenyl-1-piperidyl)sulfonyl]quinolin-8-ol